trans-7-chloro-2-cyclopropylsulfonyl-7-deuterio-5-phenyl-5,6-dihydropyrrolo[1,2-b][1,2,4]triazole Cl[C@@]1(C[C@H](N2N=C(N=C21)S(=O)(=O)C2CC2)C2=CC=CC=C2)[2H]